N[C@@]1(CN(CC1)C1=C(C=NC=C1C=1NC=2C(=NC=CC2)N1)C=1C=CC(=C(C#N)C1)F)C 5-{4-[(3S)-3-Amino-3-methylpyrrolidin-1-yl]-5-{1H-imidazo[4,5-b]pyridin-2-yl}pyridin-3-yl}-2-fluorobenzonitril